2-[(3-aminopyrazolo[1,5-a]pyrid-5-yl)(2-hydroxyethyl)amino]ethanol methyl-2-bromo-1-((2-(trimethylsilyl)ethoxy)methyl)-1H-imidazole-4-carboxylate CC1=C(N=C(N1COCC[Si](C)(C)C)Br)C(=O)OCCN(CCO)C1=CC=2N(C=C1)N=CC2N